ethyl (4-((4-(2-cyano-6-(methylcarbamoyl)pyridin-3-yl)piperazin-1-yl)methyl)-6-oxo-1,6-dihydropyridin-2-yl)carbamate C(#N)C1=NC(=CC=C1N1CCN(CC1)CC=1C=C(NC(C1)=O)NC(OCC)=O)C(NC)=O